[NH4+].O=CCCC(=O)[O-] 4-oxobutanoic acid ammonium salt